Cl.Cl.FC1=C(C=CC(=C1)[C@@H]1NCCC1)C=1N=C2SC3=C(N2C1)C=C(C(=C3)C(=O)NCCCN3CCC(CC3)F)OC (R)-2-(2-fluoro-4-(pyrrolidin-2-yl)phenyl)-N-(3-(4-fluoropiperidin-1-yl)propyl)-6-methoxybenzo[d]imidazo[2,1-b]thiazole-7-carboxamide dihydrochloride